OC1=C(C=C(C=C1C(C)(C)C)C1=C(C(=O)NN)C=CC=C1)C(C)(C)C 4-hydroxy-3,5-di-t-butylphenylbenzoic acid hydrazide